Sodium (3-(dimethylcarbamoyl) phenyl)sulfinate CN(C(=O)C=1C=C(C=CC1)S(=O)[O-])C.[Na+]